o-hydroxybiphenyl-disulfonate OC1(C(=CC=CC1S(=O)(=O)[O-])C1=CC=CC=C1)S(=O)(=O)[O-]